CCCCCCOC1CCCCCCCCCCCCCCCCC1 Hexaoxycyclooctadecane